2-(4-((1-(1-(2-aminoethyl)-1H-pyrazole-4-carbonyl)indolin-5-yl)sulfonyl)piperazin-1-yl)pyrimidine-4-carbonitrile NCCN1N=CC(=C1)C(=O)N1CCC2=CC(=CC=C12)S(=O)(=O)N1CCN(CC1)C1=NC=CC(=N1)C#N